C(C)(C)(C)OC(=O)N1[C@H]([C@@H]2C[C@@H]2C1)C(=O)O (1R,2R,5S)-3-(t-butoxycarbonyl)-3-azabicyclo[3.1.0]hexane-2-carboxylic acid